(S)-2-((4-((2-hydroxy-1-phenylethyl)amino)-5-(3-morpholino-1,2,4-oxadiazol-5-yl)pyrimidin-2-yl)amino)-6,7-dihydro-5H-pyrrolo[3,4-b]pyridin-5-one OC[C@H](C1=CC=CC=C1)NC1=NC(=NC=C1C1=NC(=NO1)N1CCOCC1)NC1=CC=C2C(=N1)CNC2=O